rac-N-[4-(1-hydroxyethyl)phenyl]-3-oxo-2-[2-(2,2,2-trifluoroethoxy)phenyl]-2,3-dihydropyridazine-4-carboxamide O[C@H](C)C1=CC=C(C=C1)NC(=O)C=1C(N(N=CC1)C1=C(C=CC=C1)OCC(F)(F)F)=O |r|